CN1N=CC=C1C1=CC=C2C(NC=NC2=C1)=O 7-(1-methyl-1H-pyrazol-5-yl)-4-oxoquinazolin